(3-Bromo-1-tosyl-1H-indol-5-yl)(imino)(methyl)-λ6-sulfanone BrC1=CN(C2=CC=C(C=C12)S(=O)(C)=N)S(=O)(=O)C1=CC=C(C)C=C1